CN(CCCC=1SC=CC1)C N,N-dimethyl-3-(2-thienyl)propan-1-amine